FC1=C(C=C(C=C1C)N1N=C2C([C@@H](N(CC2)C(=O)OC(C)(C)C)C)=C1N1C(NC=C1)=O)C tert-Butyl (4S)-2-(4-fluoro-3,5-dimethylphenyl)-4-methyl-3-(2-oxo-1H-imidazol-3-yl)-6,7-dihydro-4H-pyrazolo[4,3-c]pyridine-5-carboxylate